Cl.CC1=NC=CC=C1S(=O)(=O)N methylpyridine-3-sulfonamide hydrochloride